The molecule is a trihydroxyflavone that is kaempferol substituted at position 3 by a 6-(4-coumaroyl)-beta-D-glucosyl-(1->2)-beta-D-glucosyl-(1->2)-beta-D-glucosyl moiety via a glycosidic linkage. It is a member of flavonol 3-O-[6-(4-coumaroyl)-beta-D-glucosyl-(1->2)-beta-D-glucosyl-(1->2)-beta-D-glucoside]s, a trihydroxyflavone and a cinnamate ester. It derives from a kaempferol and a trans-4-coumaric acid. C1=CC(=CC=C1/C=C/C(=O)OC[C@@H]2[C@H]([C@@H]([C@H]([C@@H](O2)O[C@@H]3[C@H]([C@@H]([C@H](O[C@H]3O[C@@H]4[C@H]([C@@H]([C@H](O[C@H]4OC5=C(OC6=CC(=CC(=C6C5=O)O)O)C7=CC=C(C=C7)O)CO)O)O)CO)O)O)O)O)O)O